[Ti].C(C)(C)(C)C1=C(C(O)=CC(=C1)C(C)(C)C)O 3,5-di-tert-butylcatechol mono-titanium